CN1C(N(C=2N=C(N(C2C1=O)CCC)SC)C)=O 1,3-dimethyl-8-(methylthio)-7-propyl-1H-purine-2,6(3H,7H)-dione